β-(3,4-epoxy-cyclohexyl)ethyltriethoxysilane C1(CC2C(CC1)O2)CC[Si](OCC)(OCC)OCC